ClC=1C=C(C=CC1)C1CC1 (1S,2S)-2-(3-chlorophenyl)cyclopropane